cobalt(III) 1,1,1,3,3,3-hexafluoro-2-(trifluoromethyl)propan-2-olate FC(C(C(F)(F)F)([O-])C(F)(F)F)(F)F.[Co+3].FC(C(C(F)(F)F)([O-])C(F)(F)F)(F)F.FC(C(C(F)(F)F)([O-])C(F)(F)F)(F)F